CN1N=CC(=C1)C#CC=1C=CC=C2C=C(N(C(C12)=O)C1=CC=CC=C1)[C@@H](C)NC(=O)C=1C(=NN2C1N=CC=C2)NS(N)(=O)=O (R)-N-(1-(8-((1-methyl-1H-pyrazol-4-yl)ethynyl)-1-oxo-2-phenyl-1,2-dihydroisoquinolin-3-yl)ethyl)-2-(sulfamoylamino)pyrazolo[1,5-a]pyrimidine-3-carboxamide